4-tert-Pentylcyclohexanon C(C)(C)(CC)C1CCC(CC1)=O